N-[6-[3-[(4-fluoro-1H-indazol-5-yl)amino]indazol-1-yl]-2-pyridinyl]-1-methyl-pyrazole-4-carboxamide FC1=C2C=NNC2=CC=C1NC1=NN(C2=CC=CC=C12)C1=CC=CC(=N1)NC(=O)C=1C=NN(C1)C